6-(4-methylpiperazin-3-yl)pyrimidin-2-amine CN1C(CNCC1)C1=CC=NC(=N1)N